FC1=C(C(=CC=C1)C)N1CCC(CC1)N1C(N(C=2C(C1)=CN(N2)C)CC2=NC(=CC=C2C(F)(F)F)F)=O 5-[1-(2-Fluoro-6-methyl-phenyl)-piperidin-4-yl]-7-(6-fluoro-3-trifluoromethyl-pyridin-2-ylmethyl)-2-methyl-2,4,5,7-tetrahydro-pyrazolo[3,4-d]pyrimidin-6-on